(2S)-cyclohex-3-en-1-ylmethyl 2-hydroxypropionate O[C@H](C(=O)OCC1CC=CCC1)C